[(2R)-tetrahydrofuran-2-yl]methyl methanesulfonate CS(=O)(=O)OC[C@@H]1OCCC1